ethyl 2-(4-azido-2-(methylthio)pyrimidin-5-yl)-3-methoxy-2-methylpropanoate N(=[N+]=[N-])C1=NC(=NC=C1C(C(=O)OCC)(COC)C)SC